CC1(CCN2N=C(C=C21)C(=O)OCC)C ethyl 4,4-dimethyl-5,6-dihydro-4H-pyrrolo[1,2-b]pyrazole-2-carboxylate